5-(6-(cyclopentylamino)-4-(difluoromethyl)pyridin-3-yl)-4-((S)-2-methylpyrrolidine-1-carbonyl)N-((1r,3r)-3-(methylsulfonyl)cyclobutyl)thiazole-2-carboxamide C1(CCCC1)NC1=CC(=C(C=N1)C1=C(N=C(S1)C(=O)NC1CC(C1)S(=O)(=O)C)C(=O)N1[C@H](CCC1)C)C(F)F